CC(CCC(C(=O)O)(C)OC(C)=O)C.C(C)(=O)OC(C(=O)OCC(C)C)(C)C isobutyl α-acetoxyisobutyrate (2-methylpropyl α-acetoxyisobutyrate)